tert-butyl N-tert-butoxycarbonyl-N-((trans-3-(4-(6-chloro-2-pyridyl)-3-cyclopropyl-pyrazol-1-yl)cyclobutyl)methyl)carbamate C(C)(C)(C)OC(=O)N(C(OC(C)(C)C)=O)C[C@@H]1C[C@H](C1)N1N=C(C(=C1)C1=NC(=CC=C1)Cl)C1CC1